O[C@@H]1C[C@H](CC1)CC(=O)OC(C)C |r| (±)-trans-isopropyl 2-(3-hydroxycyclopentyl)acetate